2-((3R,5R)-1-(4-(trifluoromethyl)benzyl)-5-(4-(trifluoromethyl)phenyl)piperidin-3-yl)acetic acid FC(C1=CC=C(CN2C[C@H](C[C@@H](C2)C2=CC=C(C=C2)C(F)(F)F)CC(=O)O)C=C1)(F)F